CN1C=2C=CC(=NC2C(=C(C1=O)C#N)N1C[C@H]([C@@H](CC1)OC=1C=C(C=CC1)C)C)C#N 5-Methyl-8-((3R,4R)-3-methyl-4-(m-tolyloxy)piperidin-1-yl)-6-oxo-5,6-dihydro-1,5-naphthyridin-2,7-dicarbonitril